5-pentyl-N-(4-sulfamoylphenyl)picolinamide hydrogen chloride Cl.C(CCCC)C=1C=CC(=NC1)C(=O)NC1=CC=C(C=C1)S(N)(=O)=O